yttrium oxide [O-2].[Y+3].[O-2].[O-2].[Y+3]